styryl-sulfoximine C(=CC1=CC=CC=C1)S(=O)=N